OC1CCC2(CCN(CC2)C(=O)OCC2=CC=CC=C2)CC1 benzyl 9-hydroxy-3-azaspiro[5.5]undecane-3-carboxylate